CS(=O)(=O)C=1C=C(C=CC1)C#CCO 3-(3-(methylsulfonyl)phenyl)prop-2-yne-1-ol